ClC=1C(=NC=C(N1)Cl)I 3,5-Dichloro-2-iodopyrazine